dimethylvinylmethylene(tricyclopentylphosphine) CC(=CC=C1C(CCC1)P(C1CCCC1)C1CCCC1)C